C(C)(C)(C)OC(=O)N1CCCC2=CC=C(N=C12)CCCCNCCNC(C)=O 7-(4-((2-acetamidoethyl)amino)butyl)-3,4-dihydro-1,8-naphthyridine-1(2H)-carboxylic acid tert-butyl ester